C(=O)O.FC(CN1N=C(C(=C1)C1=CN=C2N1C=CN=C2NC2=CC(=C(C=C2)C(=O)N2CC1(CNC1)CC2)CC)C(F)(F)F)F (4-((3-(1-(2,2-difluoroethyl)-3-(trifluoromethyl)-1H-pyrazol-4-yl)imidazo[1,2-a]pyrazin-8-yl)amino)-2-ethylphenyl)(2,6-diazaspiro[3.4]octan-6-yl)methanone formate